(1-(3-Bromo-4-cyano-1H-pyrazolo[3,4-d]pyrimidin-6-yl)-4-(2,4-difluorophenyl)piperidin-4-yl)carbamate BrC1=NNC2=NC(=NC(=C21)C#N)N2CCC(CC2)(C2=C(C=C(C=C2)F)F)NC([O-])=O